1-[(6-butoxy-1-cyclopropyl-3,4-dihydronaphthalen-2-yl)methyl]Azetidine-3-carboxylic acid C(CCC)OC=1C=C2CCC(=C(C2=CC1)C1CC1)CN1CC(C1)C(=O)O